propyldecanoate C(CC)OC(CCCCCCCCC)=O